C(#N)C1=CC(=C(C=C1)[C@H]1C(=C(NC2=C(C=NC(=C12)OCC)C)C)C(=O)OCOC(C)=O)OC |r| (±)-acetoxymethyl 4-(4-cyano-2-methoxyphenyl)-5-ethoxy-2,8-dimethyl-1,4-dihydro-1,6-naphthyridine-3-carboxylate